N2-(2,6-diphenylphenyl)benzene-1,2-diamine C1(=CC=CC=C1)C1=C(C(=CC=C1)C1=CC=CC=C1)NC=1C(=CC=CC1)N